Cis-2-phenylcyclopropanecarboxylic acid C1(=CC=CC=C1)[C@@H]1[C@@H](C1)C(=O)O